N1C(=CC=C1)C(=O)O.CN1CCOCC1 methylmorpholine azolate